Benzyl (R)-(1-cyanoethyl)carbamate C(#N)[C@@H](C)NC(OCC1=CC=CC=C1)=O